FC=1C=C(C#N)C=CC1OC(COC1=CC(=CC=C1)C1=CC=NN1C)C 3-fluoro-4-((1-(3-(1-methyl-1H-pyrazol-5-yl)phenoxy)propan-2-yl)oxy)benzonitrile